2-([1-(4-chlorophenyl)-5-(3-methoxyphenyl)-1H-pyrazol-3-yl]methoxy)-2-methylpropanoic acid ClC1=CC=C(C=C1)N1N=C(C=C1C1=CC(=CC=C1)OC)COC(C(=O)O)(C)C